NNC1=NC(=NC(=N1)N)N amino-melamine